ClC=1C=C(C=C2C=C(N=CC12)N)C=1C=NC=CC1C 8-chloro-6-(4-methyl-3-pyridinyl)isoquinolin-3-amine